[O-]S(=O)(=O)C(F)(F)F.C(=CC1=CC=CC=C1)[S+]1CCCC1 1-styryl-tetrahydro-1H-thiophen-1-ium triflate